[Si](C)(C)(C(C)(C)C)OCC1=NC(=CC=C1)F 2-(((tert-butyldimethylsilyl)oxy)methyl)-6-fluoropyridine